[S-]CCC.[K+] potassium thiopropoxide